NCC1=CC(=C(C=C1)NC(=O)C1=CC2=C(OCCC3=C2SC=C3)C=C1C=1C(=NC(=CC1)C(NCCC)=O)C(=O)O)OCCCCC(=O)O 3-(9-((4-(aminomethyl)-2-(4-carboxybutoxy)phenyl)carbamoyl)-4,5-dihydrobenzo[b]thieno[2,3-d]oxepin-8-yl)-6-(propylcarbamoyl)picolinic acid